1,3-di(2-chloro-4-methylphenyl)-1-[(oxan-2-yl)oxy]propan-2-one ClC1=C(C=CC(=C1)C)C(C(CC1=C(C=C(C=C1)C)Cl)=O)OC1OCCCC1